3-((methylsulfonyl)oxy)cyclohexanecarboxylic acid ethyl ester C(C)OC(=O)C1CC(CCC1)OS(=O)(=O)C